FC=1C=C(C=CC1F)CNC(=O)C1=CC=C(S1)C1=C2S(N3CCC[C@H]3C2=NC(=C1C(=O)OCC)CCC1=CC=C(C=C1)F)(=O)=O ethyl (2S)-9-[5-[(3,4-difluorophenyl)methylcarbamoyl]-2-thienyl]-11-[2-(4-fluorophenyl)ethyl]-7,7-dioxo-7-thia-6,12-diazatricyclo[6.4.0.02,6]dodeca-1(12),8,10-triene-10-carboxylate